7-methoxy-1-(2-methylthiophene-3-yl)-3,4-dihydro-isoquinoline COC1=CC=C2CCN=C(C2=C1)C1=C(SC=C1)C